di-tert-butyl 3-(aminooxy)azetidine-1,3-dicarboxylate NOC1(CN(C1)C(=O)OC(C)(C)C)C(=O)OC(C)(C)C